N-[2-(4-Methoxyphenyl)-2-phenyl-ethyl]-N-[2-oxo-2-(1H-pyrazol-3-ylmethylamino)ethyl]prop-2-ynamide COC1=CC=C(C=C1)C(CN(C(C#C)=O)CC(NCC1=NNC=C1)=O)C1=CC=CC=C1